Cl.C(=C)NC(C=C)=O N-vinyl-acrylamide hydrochloride